C(C1=CC=CC=C1)OCC1=CC=C(C=C1)[C@H]1[C@@H](C1)C(=O)OC(C)(C)C trans-tert-butyl 2-(4-((benzyloxy)methyl)phenyl)cyclopropane-1-carboxylate